6-(sec-butyl)quinoline C(C)(CC)C=1C=C2C=CC=NC2=CC1